N,N'-diphenyl-N,N'-bis-[4-(phenyl-m-tolyl-amino)phenyl]biphenyl-4,4'-diamine C1(=CC=CC=C1)N(C1=CC=C(C=C1)C1=CC=C(C=C1)N(C1=CC=C(C=C1)N(C=1C=C(C=CC1)C)C1=CC=CC=C1)C1=CC=CC=C1)C1=CC=C(C=C1)N(C=1C=C(C=CC1)C)C1=CC=CC=C1